FC1=C2C=CC(=CC2=CC(=C1N1S(NC(C1)=O)(=O)=O)O)C=1C=NN(C1)CC(=O)N1CCC(CC1)C1=CC2=C(N(C(N2C)=O)C2C(NC(CC2)=O)=O)C=C1 3-[5-[1-[2-[4-[5-fluoro-7-hydroxy-6-(1,1,4-trioxo-1,2,5-thiadiazolidin-2-yl)-2-naphthyl]pyrazol-1-yl]acetyl]-4-piperidyl]-3-methyl-2-oxo-benzimidazol-1-yl]piperidine-2,6-dione